OC[C@H](C)N1C=NC2=C(C1=O)C=C(N=C2C=2C=NSC2)C=2C=NSC2 (S)-3-(1-hydroxypropan-2-yl)-6,8-bis(isothiazol-4-yl)pyrido[3,4-d]pyrimidin-4(3H)-one